(R)-4-(dimethylamino)-N-methyl-N-(1-(5-((4-(4-morpholino-7H-pyrrolo[2,3-d]pyrimidin-6-yl)phenyl)amino)pyrimidin-2-yl)piperidin-3-yl)but-2-ynamide CN(CC#CC(=O)N([C@H]1CN(CCC1)C1=NC=C(C=N1)NC1=CC=C(C=C1)C1=CC2=C(N=CN=C2N2CCOCC2)N1)C)C